methyl 2-(6-(3,3-dimethylpiperazin-1-yl)pyridin-3-yl)-2-methylpropanoate hydrochloride Cl.CC1(CN(CCN1)C1=CC=C(C=N1)C(C(=O)OC)(C)C)C